1-(5,5-difluoro-5-(2-methoxypyridin-3-yl)pentyl)-4-phenylpiperazine FC(CCCCN1CCN(CC1)C1=CC=CC=C1)(C=1C(=NC=CC1)OC)F